OC\C=C/[Na] (Z)-3-hydroxy-1-propenyl-sodium